4,4'-Cyclohexylidene-bis-(2-methylphenol) C1(CCCCC1)(C1=CC(=C(C=C1)O)C)C1=CC(=C(C=C1)O)C